C1(CCCCC1)NC(COC1=C(C=C(C=C1)C=O)OC)=O N-CYCLOHEXYL-2-(4-FORMYL-2-METHOXYPHENOXY)ACETAMIDE